5,6-Dichloroindan-1,3-dion ClC=1C=C2C(CC(C2=CC1Cl)=O)=O